3-Fluoro-N-[4-[(E)-3-[4-[2-hydroxyethyl(methyl)amino]phenyl]prop-2-enoyl]phenyl]-5-(trifluoromethyl)benzamide FC=1C=C(C(=O)NC2=CC=C(C=C2)C(\C=C\C2=CC=C(C=C2)N(C)CCO)=O)C=C(C1)C(F)(F)F